C([C@@H](O)C)(=O)OC=1NC(=CC1O)C1=CC=CC=C1 5-phenyl-3-hydroxypyrrolyl L-lactate